tert-butyl 4-((6-(2,6-bis(benzyloxy)pyridin-3-yl)-1-methyl-1H-benzo[d]imidazol-2-yl)methyl)piperazine-1-carboxylate C(C1=CC=CC=C1)OC1=NC(=CC=C1C=1C=CC2=C(N(C(=N2)CN2CCN(CC2)C(=O)OC(C)(C)C)C)C1)OCC1=CC=CC=C1